N[C@@H](CCC(=O)N[C@@H](C)C(=O)O)C(=O)O gamma-glutamyl-Alanine